NC1=NC(=NC(=C1O)Cl)Cl 4-amino-2,6-dichloropyrimidin-5-ol